N1=CC(=CC(=C1)[C@H](C)NC=1C=C(C(=O)N[C@@H]2[C@H](CCCC2)O)C=CC1C)C1=CC=NC=C1 3-{[(1S)-1-([3,4'-bipyridyl]-5-yl)ethyl]amino}-N-[(1S,2S)-2-hydroxycyclohexyl]-4-methylbenzamide